OC=1C=C2C=CC(=CC2=CC1)C1(C2=CC(=CC=C2C=2C=CC(=CC12)C)C)C1=CC2=CC=C(C=C2C=C1)O 9,9-bis(6-hydroxy-2-naphthyl)-2,7-Dimethylfluorene